(2R,5S)-3,6-diethoxy-2-isopropyl-5-(2-(3-(4-(trimethylsilyl)but-3-yn-1-yl)-3H-diazirin-3-yl)ethyl)-2,5-dihydropyrazine C(C)OC=1[C@H](N=C([C@@H](N1)CCC1(N=N1)CCC#C[Si](C)(C)C)OCC)C(C)C